The molecule is a carbotricyclic compound that is (+)-epi-isozizaene in which the hydrogens at position 5 have been replaced by an oxo group. It has a role as a bacterial metabolite. It is a sesquiterpenoid, a carbocyclic antibiotic, a carbotricyclic compound, an enone and a cyclic terpene ketone. It derives from a hydride of a (+)-epi-isozizaene. C[C@H]1CC(=O)C2=C(C([C@H]3CC[C@@]12C3)(C)C)C